OCC1=C2C=C(N=CC2=CC=C1)C=1N=C(C2=C(N1)CCC2)N(CC(=O)NC=2C=NC(=CC2)C)C 2-({2-[5-(hydroxymethyl)isoquinolin-3-yl]-5H,6H,7H-cyclopenta[d]pyrimidin-4-yl}(methyl)amino)-N-(6-methylpyridin-3-yl)acetamide